7-benzyl-4,7-diazaspiro[2.5]octane C(C1=CC=CC=C1)N1CCNC2(CC2)C1